(S)-2-bromo-N-(1-methoxypropan-2-yl)-5-{[2-(trimethylsilyl)ethoxy]methyl}-5H-pyrrolo[2,3-b]pyrazine-7-carboxamide BrC=1N=C2C(=NC1)N(C=C2C(=O)N[C@H](COC)C)COCC[Si](C)(C)C